ethyl (S)-3-amino-3-(6-(trifluoromethoxy)biphenyl-3-yl)propanoate N[C@@H](CC(=O)OCC)C=1C=C(C(=CC1)OC(F)(F)F)C1=CC=CC=C1